4-[2-(5-fluoro-2-pyridyl)-2-hydroxy-ethoxy]-6-[5-methyl-1-[1-(oxetan-3-yl)-4-piperidyl]triazol-4-yl]pyrazolo[1,5-a]pyridine-3-carbonitrile FC=1C=CC(=NC1)C(COC=1C=2N(C=C(C1)C=1N=NN(C1C)C1CCN(CC1)C1COC1)N=CC2C#N)O